4-Iodo-N-(oxetan-3-yl)pyridin-2-amine IC1=CC(=NC=C1)NC1COC1